4-amino-5-chloro-N-(2-(diethylamino)ethyl)-2-hydroxybenzamide NC1=CC(=C(C(=O)NCCN(CC)CC)C=C1Cl)O